NCCN1[C@@H](CCC1)C=1C=NC=CC1 (S)-1-(2-aminoethyl)-2-(3-pyridyl)pyrrolidine